N1CC(C1)N(C=1C=CC(=C(C(=O)N[C@H](CC)C2=CC=CC3=CC=CC=C23)C1)C)C (R)-5-(azetidin-3-yl(methyl)amino)-2-methyl-N-(1-(naphthalen-1-yl)propyl)benzamide